3-(3-cyano-4-fluorophenyl)-1-(8,9-difluoro-6-oxo-1,4,5,6-tetrahydro-2H-thiopyrano[3,4-c]isoquinolin-1-yl)-1-methylurea C(#N)C=1C=C(C=CC1F)NC(N(C)C1CSCC=2NC(C=3C=C(C(=CC3C21)F)F)=O)=O